(E)-1-nitro-4-(4-(2-(2-(2-(prop-2-yn-1-yloxy)ethoxy)ethoxy)ethoxy)styryl)benzene [N+](=O)([O-])C1=CC=C(C=C1)\C=C\C1=CC=C(C=C1)OCCOCCOCCOCC#C